3-(5,6-Dihydro-4H-pyrrolo[1,2-b]pyrazol-3-yl)-N-methyl-4-(4-((trifluoromethyl)thio)phenoxy)benzenesulfonamide N=1N2C(=C(C1)C=1C=C(C=CC1OC1=CC=C(C=C1)SC(F)(F)F)S(=O)(=O)NC)CCC2